N1N=NN=C1C1=C(C=CC=C1)C1=CC=C(C=C1)CN([C@@H](C(C)C)C(=O)O)CCCCCN=[N+]=[N-] N-((2'-(1H-tetrazol-5-yl)-[1,1'-biphenyl]-4-yl)methyl)-N-(5-azidopentyl)-L-valine